COC=1C=C2CCN(CC2=CC1NC1=NC=C2C(=N1)N(N=C2)C[C@H]2COCCC2)C (S)-6-methoxy-2-methyl-N-(1-((tetrahydro-2H-pyran-3-yl)methyl)-1H-pyrazolo[3,4-d]pyrimidin-6-yl)-1,2,3,4-tetrahydroisoquinolin-7-amine